(3,5-di-tert-butylphenyl)-4-mesitylbenzothiazol-2-amine C(C)(C)(C)C=1C=C(C=C(C1)C(C)(C)C)C=1C=CC2=C(N=C(S2)N)C1C1=C(C=C(C=C1C)C)C